C(C)OC1=C(C=C(C=C1)S(=O)(=O)CC)C1=CN(C(C2=CC=C(C=C12)C=1C=NN(C1)C)=O)C 4-(2-ethoxy-5-ethyl-sulfonylphenyl)-2-methyl-6-(1-methylpyrazol-4-yl)isoquinolin-1-one